[Si](C1=CC=CC=C1)(C1=CC=CC=C1)(C(C)(C)C)OCC=1C=CN(SC1)C(=O)O 5-(((tert-butyldiphenylsilyl)oxy)methyl)-1,2-thiazine-2-carboxylic acid